BrC1=CC=C(C=C1)C1=CC=C(O1)C=C1OC2=C(C1=O)C=C(C=C2)C 2-[[5-(4-Bromophenyl)-2-furanyl]methylene]-5-methyl-3(2H)-benzofuranone